C1=C2C=3C(=NC(C2=CC=C1)=O)C1=C(C3)C=CC=N1 pyrido[3',2':4,5]cyclopenta[1,2-c]isoquinolin-5-one